5-[4'-Amino-2'-fluoro-2-(trifluoromethyl)biphenyl-4-yl]-3,6-dihydro-2H-1,3,4-oxadiazin-2-one NC1=CC(=C(C=C1)C1=C(C=C(C=C1)C1=NNC(OC1)=O)C(F)(F)F)F